tert-butyl 3-((6-(indolin-4-yl)pyridin-3-yl)methyl)azetidine-1-carboxylate N1CCC2=C(C=CC=C12)C1=CC=C(C=N1)CC1CN(C1)C(=O)OC(C)(C)C